Cl.Cl.N1CC(C1)O Azetidin-3-ol dihydrochloride